FC=1C=C(C=NC1)C1=NC=2N(C(=N1)NC1CCC=3NC4=CC=CC=C4C3C1)N=CC2C(CCOC)C N-[2-(5-fluoro-3-pyridyl)-8-[3-methoxy-1-methyl-propyl]pyrazolo[1,5-a][1,3,5]triazin-4-yl]-2,3,4,9-tetrahydro-1H-carbazol-3-amine